2-(5-chlorothiophen-2-yl)-2-(1-(4-ethoxypiperidine-1-carbonyl)piperidin-4-ylidene)acetonitrile ClC1=CC=C(S1)C(C#N)=C1CCN(CC1)C(=O)N1CCC(CC1)OCC